C(C)C=1C=2CCNC(C2C(=C2C1OC(O2)C)C)=O 9-ethyl-2,4-dimethyl-7,8-dihydro-[1,3]dioxolo[4,5-g]isoquinolin-5(6H)-one